2-(2-morpholinylpyrimidin-5-yl)-10-(m-tolyl)-7,8,9,10-tetrahydro-6H-cyclohepta[4,5]imidazo[1,2-a]pyridin-10-ol N1(CCOCC1)C1=NC=C(C=N1)C=1C=CC=2N(C1)C1=C(N2)CCCCC1(O)C=1C=C(C=CC1)C